FC(C(=O)[O-])(C(C(C(F)(F)F)(F)F)(F)F)F.[Li+].ClC1=C(C=CC=C1)CC(=O)NC1=CC(=C(C=C1)C=1OC(=NN1)C(F)F)S(NCC1=C(C=C(C=C1)OC)OC)(=O)=O 2-(2-chlorophenyl)-N-{4-[5-(difluoromethyl)-1,3,4-oxadiazol-2-yl]-3-[(2,4-dimethoxybenzyl)sulfamoyl]Phenyl}acetamide lithium perfluorovalerate